(S)-quinuclidin-3-yl (6-(3-(tert-butyl)phenyl)-2,2-dimethyl-1,2,3,4-tetrahydronaphthalen-1-yl)carbamate C(C)(C)(C)C=1C=C(C=CC1)C=1C=C2CCC(C(C2=CC1)NC(O[C@@H]1CN2CCC1CC2)=O)(C)C